(S)-2-((7-fluoro-1-methyl-2-oxo-6-(3-(piperazin-1-yl)propyl)-1,2,3,4,5,6-hexahydrobenzo[b][1,4]diazocin-3-yl)amino)-6-methyl-4-(trifluoromethyl)nicotinonitrile FC1=CC=CC=2N(C([C@H](CCN(C21)CCCN2CCNCC2)NC2=C(C#N)C(=CC(=N2)C)C(F)(F)F)=O)C